[Cl-].CPC1=CC=CC=C1 methyl-(phenyl)phosphine chloride